SCCC(=O)O.SCCC(=O)O.SCCC(=O)O.C methane tris(3-mercaptopropionate)